tert-butyl ((1R,3R)-3-(12-phenyl-2,5,8,11-tetraoxadodecyl)cyclopentyl)carbamate C1(=CC=CC=C1)COCCOCCOCCOC[C@H]1C[C@@H](CC1)NC(OC(C)(C)C)=O